(4-([(2-METHOXYPHENYL)SULFANYL]METHYL)PHENYL)BORANEDIOL COC1=C(C=CC=C1)SCC1=CC=C(C=C1)B(O)O